ClC1=CC(=C(C=C1)/C=C/C(=O)N[C@H](C(=O)NC(C[C@H]1C(NCC1)=O)C(C(=O)NC1CC1)=O)CC(C)(C)C)F (2S)-2-((E)-3-(4-chloro-2-fluorophenyl)acrylamido)-N-(4-(cyclopropylamino)-3,4-dioxo-1-((S)-2-oxopyrrolidin-3-yl)butan-2-yl)-4,4-dimethylvaleramide